NCCC(C(=O)O)C gamma-amino-alpha-methylbutyric acid